9-bromo-8-chloro-10-fluoro-2-(methylsulfonyl)-4-(tetrahydro-2H-pyran-3-yl)-5,6-dihydro-4H-[1,4]oxazepino[5,6,7-de]quinazoline BrC=1C(=C2C=3C(=NC(=NC3C1F)S(=O)(=O)C)N(CCO2)C2COCCC2)Cl